OC=1C=NC=CC1O 3,4-dihydroxy-pyridine